2'-[thiocarbonylbis(thio)]bis[2-methylpropionic acid] C(=S)(SC(C(=O)O)(C)C)SC(C(=O)O)(C)C